4-formyl-1-butyne C(=O)CCC#C